O1C(CCC1)OC[C@@]12CCC[C@H]1[C@@H]1C=CC3=CC(C=C[C@]3(C)[C@H]1CC2)=O (20S)-tetrahydrofuroxy-androst-1,4,6-trien-3-one